NC=1C=2N(C=CN1)C(=NC2C2=CC=C(C(=O)NC1=NC=CC=C1)C=C2)[C@H]2N(CCC2)CCCCCCCCCCCCNC2=C1C(N(C(C1=CC=C2)=O)C2C(NC(CC2)=O)=O)=O 4-(8-Amino-3-((2S)-1-(12-((2-(2,6-dioxopiperidin-3-yl)-1,3-dioxoisoindoline-4-yl)amino)dodecyl)pyrrolidin-2-yl)imidazo[1,5-a]pyrazin-1-yl)-N-(pyridin-2-yl)benzamide